C(C)(C)(C)OC(=O)N1CCN(C2=CC=CC(=C12)C)C1=CC2=C(N=C(N=C2)S(=O)(=O)C)N(C1=O)C 8-methyl-4-(8-methyl-2-methylsulfonyl-7-oxo-pyrido[2,3-d]pyrimidin-6-yl)-2,3-dihydroquinoxaline-1-carboxylic acid tert-butyl ester